1-[5-(5-chloro-2-methoxypyridin-4-yl)-1H-pyrazole-3-carbonyl]-N-(5-phenyl-1H-pyrazol-3-yl)piperidine-4-carboxamide ClC=1C(=CC(=NC1)OC)C1=CC(=NN1)C(=O)N1CCC(CC1)C(=O)NC1=NNC(=C1)C1=CC=CC=C1